CN1N=NC(=C1COC(=O)OC1=CC=C(C=C1)[N+](=O)[O-])C1=CC=C(C=N1)O[C@H]1[C@@H]2[C@@H]([C@@H]2CC1)C(=O)OCC |r| (±)-Ethyl (1S,2R,5R,6R)-2-((6-(1-methyl-5-((((4-nitrophenoxy)carbonyl)oxy) methyl)-1H-1,2,3-triazol-4-yl)pyridin-3-yl)oxy)bicyclo[3.1.0]hexane-6-carboxylate